C(CCC(C(CC)O)O)O 1,4,5-Heptantriol